OC1=C(C=C(C=C1C(C)(C)C)C(C(=O)OCCOCCO)(C)C1=CC(=C(C(=C1)C(C)(C)C)O)C(C)(C)C)C(C)(C)C diethylene glycol bis(4-hydroxy-3,5-di-tert-butylphenyl)propionate